N1(CCOCC1)CCNC(=O)NC1=CC=C(C=C1)OC(C)C 1-[2-(4-morpholinyl)ethyl]-3-(4-isopropoxyphenyl)urea